((2-(2-aminopyrimidin-5-yl)-7-methyl-4-morpholinothieno[3,2-d]pyrimidin-6-yl)methyl)carbamate NC1=NC=C(C=N1)C=1N=C(C2=C(N1)C(=C(S2)CNC([O-])=O)C)N2CCOCC2